OCCN1N=CC(=C1)C=1N(C2=CC=CC(=C2C1)NC1CCS(CC1)(=O)=O)CC(F)(F)F 4-((2-(1-(2-hydroxyethyl)-1H-pyrazol-4-yl)-1-(2,2,2-trifluoroethyl)-1H-indol-4-yl)amino)tetrahydro-2H-thiopyran 1,1-dioxide